OP(O)OP(O)O.C(C)(C)(C)C1=C(C=CC(=C1)C(C)(C)C)C(O)(C(CO)(CO)CO)C1=C(C=C(C=C1)C(C)(C)C)C(C)(C)C bis(2,4-di-tert.-butylphenyl)pentaerythritol diphosphite